ClC=1C(=NC(=C(C1)C#N)N1CC(CC(C1)C)O)NC=1C=C2C=C(C(NC2=CC1)=O)OCC(=O)NC 2-[[6-[[3-chloro-5-cyano-6-(3-hydroxy-5-methyl-1-piperidyl)-2-pyridyl]amino]-2-oxo-1H-quinolin-3-yl]oxy]-N-methyl-acetamide